4-(1-methylpyrazol-4-yl)benzoic acid CN1N=CC(=C1)C1=CC=C(C(=O)O)C=C1